6-chloro-3-[1-[2-[4-(difluoromethyl)piperidin-1-yl]-3,6-dimethyl-4-oxoquinazolin-8-yl]ethylamino]pyridine-2-carboxylic acid ClC1=CC=C(C(=N1)C(=O)O)NC(C)C=1C=C(C=C2C(N(C(=NC12)N1CCC(CC1)C(F)F)C)=O)C